C1(CCCCC1)CNC(CC1C(N(C2=C(S1)N=CC=C2)CC)=O)=O N-(cyclohexylmethyl)-2-(1-ethyl-2-oxo-2,3-dihydro-1H-pyrido[2,3-b][1,4]thiazin-3-yl)acetamide